O=C1NC(CCC1N1C(C2=CC=CC(=C2C1=O)SCCOCC(=O)N1CCC(CC1)C1CCNC=2N1N=C(C2C(=O)N)C2=CC=C(C=C2)OC2=CC=CC=C2)=O)=O 7-(1-(2-(2-((2-(2,6-dioxopiperidin-3-yl)-1,3-dioxoisoindolin-4-yl)thio)Ethoxy)acetyl)piperidin-4-yl)-2-(4-phenoxyphenyl)-4,5,6,7-tetrahydropyrazolo[1,5-a]pyrimidine-3-Formamide